C1(CC1)CNC(C)=O N-(cyclopropylmethyl)acetamide